FC1=C(CN(C(=O)C2CCCCC2)C)C=CC=C1 N-(2-fluorobenzyl)-N-methylcyclohexanecarboxamide